C1(CC1)C=1C=NC2=CC=CC=C2C1 3-cyclopropylquinoline